C(C)(=O)NCCCN(CCCCCCCC(=O)OCCCCCCCCC)CCCCCCOC(CCC(OCCCC\C=C/CC)OCCCC\C=C/CC)=O nonyl 8-((3-acetamidopropyl)(6-((4,4-bis(((Z)-oct-5-en-1-yl)oxy)butanoyl)oxy)hexyl)amino)octanoate